OC(=O)C(F)(F)F.N1(CCNCC1)C1=CC=C(N=N1)C=1C(=CC2=CC(=CC=C2C1)O)O 3-(6-(piperazin-1-yl)pyridazin-3-yl)naphthalene-2,7-diol-TFA salt